FCC[Si](OCCC)(OCCC)OCCC 2-fluoroethyltri-n-propoxysilane